3-[dodecyl (dimethyl) ammonio]-2-hydroxypropane-1-sulfonate C(CCCCCCCCCCC)[N+](CC(CS(=O)(=O)[O-])O)(C)C